C(C=CC)=O butenealdehyde